CN(C(C=C)=O)C1=C(C=C(C=C1)C)C#N N-methyl-N-(2-cyano-4-methylphenyl)acrylamide